tetraglycerol dilaurate C(CCCCCCCCCCC)(=O)O.C(CCCCCCCCCCC)(=O)O.OCC(O)CO.OCC(O)CO.OCC(O)CO.OCC(O)CO